FC1(CC2=C(S1(=O)=O)C=C(C(=C2)OC)OC)CC2CCN(CC2)CC2=C(C=C(C=C2)F)F fluoro-2-((1-(2,4-difluorobenzyl)piperidin-4-yl)methyl)-5,6-dimethoxy-2,3-dihydrobenzo[b]thiophene 1,1-dioxide